COC=1N=CC2=C(N1)C(=CC=N2)C=2NC=1CCCC(C1C2)=O 2-[2-methoxypyrido[3,2-d]pyrimidin-8-yl]-1,5,6,7-tetrahydroindol-4-one